C1(CCCC1)OC1=C(C=C(C=C1)CC)S(=O)(=O)N 2-(cyclopentyloxy)-5-ethylbenzene-1-sulfonamide